(R)-(6-butyl-2,4-dihydroxy-5-(isopropyl-(phenyl)amino)pyridin-3-yl)(3-phenylpyrrolidin-1-yl)methanone C(CCC)C1=C(C(=C(C(=N1)O)C(=O)N1C[C@H](CC1)C1=CC=CC=C1)O)N(C1=CC=CC=C1)C(C)C